CC1=CC(NC(N1)=O)=O 6-methyl-1H-pyrimidine-2,4-dione